1-Aminopentane-3-thiol NCCC(CC)S